C(=O)(C=C)C=CC1=CC=CC=C1 acryl-Styrol